N-ethyl-methyl-N-propyl-methacrylamide C(C)N(C(C(=CC)C)=O)CCC